C1=CC=CC=2C3=CC=CC=C3C(C12)COC(NCCOCCOCCC(=O)N[C@H](C(NCCOCCOCCOCCOC)=O)CCC(=O)OC1=C(C(=C(C(=C1F)F)F)F)F)=O Perfluorophenyl (S)-16-(1-(9H-fluoren-9-yl)-3-oxo-2,7,10-trioxa-4-azatridecan-13-amido)-15-oxo-2,5,8,11-tetraoxa-14-azanonadecan-19-oate